5-(octadecanoyloxy)octadecanoic acid C(CCCCCCCCCCCCCCCCC)(=O)OC(CCCC(=O)O)CCCCCCCCCCCCC